tert-butyl (4S)-3-{6-bromo-4-oxothieno[3,2-d]pyrimidin-3-yl}-4-hydroxypiperidine-1-carboxylate BrC1=CC=2N=CN(C(C2S1)=O)C1CN(CC[C@@H]1O)C(=O)OC(C)(C)C